1-(tert-butoxycarbonyl)-4-fluoro-5-methylpyrrolidine-2-carboxylic acid C(C)(C)(C)OC(=O)N1C(CC(C1C)F)C(=O)O